C1(CCCCC1)C(C)(C)C1=CN=CC=2N=C(N=C(C21)N)C2=CC=NC=C2 (2-Cyclohexylpropan-2-yl)-2-(pyridin-4-yl)pyrido[3,4-d]pyrimidin-4-amine